1-methyl-1H-3λ3-1,2,4-triazole CN1N=[C]N=C1